3-[5-[1-[(E)-3-[5-fluoro-7-hydroxy-6-(1,1,4-trioxo-1,2,5-thiadiazolidin-2-yl)-2-naphthyl]allyl]-4-piperidyl]-3-methyl-2-oxo-benzimidazol-1-yl]piperidine-2,6-dione FC1=C2C=CC(=CC2=CC(=C1N1S(NC(C1)=O)(=O)=O)O)/C=C/CN1CCC(CC1)C1=CC2=C(N(C(N2C)=O)C2C(NC(CC2)=O)=O)C=C1